C(#N)C=1C=C2C(=NC=NC2=CC1F)N1CC(CCC1)CNS(=O)(=O)C N-((1-(6-CYANO-7-FLUOROQUINAZOLIN-4-YL)PIPERIDIN-3-YL)METHYL)METHANESULFONAMIDE